5-(3-((tert-butyldimethylsilyl)oxy)pyrrolidin-1-yl)-2-morpholinothiazolo[4,5-b]pyridin-6-amine [Si](C)(C)(C(C)(C)C)OC1CN(CC1)C1=C(C=C2C(=N1)N=C(S2)N2CCOCC2)N